4-[2-tert-butoxyethyl-[4-(5,6,7,8-tetrahydro-1,8-naphthyridin-2-yl)butyl]amino]-2-[[3-(trifluoromethyl)pyrazine-2-carbonyl]amino]butanoic acid C(C)(C)(C)OCCN(CCC(C(=O)O)NC(=O)C1=NC=CN=C1C(F)(F)F)CCCCC1=NC=2NCCCC2C=C1